CC1SSSCC1 methyltriThian